perfluorodecyl-silane F[Si](C(C(C(C(C(C(C(C(C(C(F)(F)F)(F)F)(F)F)(F)F)(F)F)(F)F)(F)F)(F)F)(F)F)(F)F)(F)F